C(C)(C)(C)OC(=O)N1CCC(CC1)OC(=O)OC(C)Cl.NC=1C=C(OCCCCCCCCCCCOC2=CC(=CC=C2)N)C=CC1 1,11-bis(3-aminophenoxy)undecane tert-Butyl-4-{[(1-chloroethoxy)carbonyl]oxy}piperidine-1-carboxylate